CNC(C(C(C)C)(C(C)C)C)=O N,2,3-trimethyl-2-(1-methylethyl)-butanamide